C(C)N1C[C@H](C[C@H](C1)NC=1OC=2C(=NC(=CC2)C2=C(C=C(C=C2C)C(F)(F)F)O)N1)O (3S,5R)-1-Ethyl-5-[[5-[2-hydroxy-6-methyl-4-(trifluoromethyl)phenyl]oxazolo[4,5-b]pyridin-2-yl]amino]piperidin-3-ol